COC=1C=CC2=C(CCS(N2C)(=O)=O)C1 6-methoxy-1-methyl-3,4-dihydro-1H-2λ6,1-benzothiazine-2,2-dione